ClC1=C(C#N)C=C(C=C1)N1C2=C(C(=C1)P(=O)(C)C)C(C(C2)(F)F)O chloro-5-(3-(dimethylphosphoryl)-5,5-difluoro-4-hydroxy-5,6-dihydro-cyclopenta[b]pyrrol-1(4H)-yl)benzonitrile